C1(=CC=CC=C1)C1=NC(=NC(=C1)C1=CC=CC=C1)C1=CC=C(C=C1)Br 4,6-diphenyl-2-(4-bromophenyl)pyrimidine